2,6-dichloroanthraquinone ClC1=CC=2C(C3=CC=C(C=C3C(C2C=C1)=O)Cl)=O